Sodium (2S)-2-((S)-2-((((2-chlorobenzyl)oxy)carbonyl)amino)-3-cyclohexylpropanamido)-1-hydroxy-3-((S)-2-oxopyrrolidin-3-yl)propane-1-sulfonate ClC1=C(COC(=O)N[C@H](C(=O)N[C@H](C(S(=O)(=O)[O-])O)C[C@H]2C(NCC2)=O)CC2CCCCC2)C=CC=C1.[Na+]